FC1=CC=C(C=C1)[C@@H]1CCC2=NN(C(N21)=O)C2CC(C2)C2=NC=CC=C2 (S)-5-(4-fluorophenyl)-2-((1R,3S)-3-(pyridin-2-yl)cyclobutyl)-2,5,6,7-tetrahydro-3H-pyrrolo[2,1-c][1,2,4]triazol-3-one